P(=O)(O)(O)OCCNC(CBr)=O N-bromoacetylethanolamine phosphate